5-bromo-3-chloro-1H-pyrrolo[2,3-b]Pyridine BrC=1C=C2C(=NC1)NC=C2Cl